C(C(=C)C)(=O)OCCOC(=O)NCC(CC(CCNC(=O)OCCOC(C(=C)C)=O)(C)C)C 1,6-bis[2-(methacryloyloxy)ethoxycarbonylamino]-2,4,4-trimethylhexane